Cerium tris(2-ethylhexanoate) C(C)C(C(=O)[O-])CCCC.C(C)C(C(=O)[O-])CCCC.C(C)C(C(=O)[O-])CCCC.[Ce+3]